C(C)OCN1N=C2N(C(N(CC2=C1)C1CCN(CC1)C1=C(C=CC=C1C)F)=O)CC1=C(C=CC=C1)C(F)(F)F 2-Ethoxymethyl-5-[1-(2-fluoro-6-methyl-phenyl)-piperidin-4-yl]-7-(2-trifluoromethyl-benzyl)-2,4,5,7-tetrahydro-pyrazolo[3,4-d]pyrimidin-6-on